FC=1C=C(C=CC1OC)C1=CN=C2N1C=CN=C2NC2=CC(=C(C(=O)N(C)CCN(C)CCO)C=C2)C 4-[[3-(3-Fluoro-4-methoxyphenyl)imidazo[1,2-a]pyrazin-8-yl]amino]-N-[2-[2-hydroxyethyl(methyl)amino]ethyl]-N,2-dimethylbenzamid